C(=O)=C(CNC(C1=CC=C(C=C1)Cl)=O)C N-(2-carbonylpropyl)-4-chlorobenzamide